C1(=CC(=CC=C1)C1=NC(=NC(=N1)C1=CC=CC2=CC=CC=C12)C1=CC=CC=C1)C=1C(=CC=CC1)C=1C(=CC=CC1)C=1C(=CC=CC1)C1=CC=CC=C1 2-([1,1':2',1'':2'',1''':2''',1''''-quinquephenyl]-3-yl)-4-(naphthalen-1-yl)-6-phenyl-1,3,5-triazine